N-(3-bromo-2-chlorophenyl)-N-(propylsulfonyl)propane-1-sulfonamide BrC=1C(=C(C=CC1)N(S(=O)(=O)CCC)S(=O)(=O)CCC)Cl